FC1(C=2N(CC[C@](C1)(O)CF)N=C1C2CN([C@@H](C1)C)C(=O)OC(C)(C)C)F |o1:6| (3R,9R*)-tert-Butyl 11,11-difluoro-9-(fluoromethyl)-9-hydroxy-3-methyl-3,4,8,9,10,11-hexahydro-1H-pyrido[4',3':3,4]pyrazolo[1,5-a]azepine-2(7H)-carboxylate